Benzyl ((1S,2S,5S)-2-((tert-butoxycarbonyl)amino)-5-(3-(trifluoromethyl)phenyl)-cyclohexyl)(methyl)carbamate C(C)(C)(C)OC(=O)N[C@@H]1[C@H](C[C@H](CC1)C1=CC(=CC=C1)C(F)(F)F)N(C(OCC1=CC=CC=C1)=O)C